2-((cis)-4-(4-amino-5-(4-phenoxyphenyl)-7H-pyrrolo[2,3-d]pyrimidin-7-yl)cyclohexyl)hexahydropyrrolo[1,2-a]pyrazin-6(2H)-one NC=1C2=C(N=CN1)N(C=C2C2=CC=C(C=C2)OC2=CC=CC=C2)[C@H]2CC[C@H](CC2)N2CC1N(CC2)C(CC1)=O